2-[(ethoxythiocarbonyl)thio]propionic acid C(C)OC(=S)SC(C(=O)O)C